6-(2-(4-Fluoro-3-methylphenyl)pyridin-3-yl)-[1,2,4]triazolo[1,5-a]pyridine FC1=C(C=C(C=C1)C1=NC=CC=C1C=1C=CC=2N(C1)N=CN2)C